2-FORMYL-5-HYDROXYBENZAMIDE C(=O)C1=C(C(=O)N)C=C(C=C1)O